CCCCN(C1=C(C=CC=C1)C1=CC=CC=C1)C1=CC=CC=C1 N-4-butylphenyl-diphenylamine